dimethylene diacrylate C(C=C)(=O)OCCOC(C=C)=O